(aminomethylcarbamoyl)-L-leucine tert-butyl ester C(C)(C)(C)OC([C@@H](NC(NCN)=O)CC(C)C)=O